C1(CC(C(CC1)C(CO)C)O)C menthane-3,9-diol